O=C1N(CC2=CC(=CC=C12)CN1CCN(CC1)C1=NC=CC=C1)N1C(NC(CC1)=O)=O 1-(1-oxo-5-((4-(pyridin-2-yl)piperazin-1-yl)methyl)isoindolin-2-yl)dihydropyrimidine-2,4(1H,3H)-dione